4-(4-(benzo[d]thiazol-5-ylamino)quinolin-7-yl)-N-butylbenzamide S1C=NC2=C1C=CC(=C2)NC2=CC=NC1=CC(=CC=C21)C2=CC=C(C(=O)NCCCC)C=C2